BrCCCCCCCCCCCO C11-bromo-1-undecanol